FC(C1=NC(=NO1)C1=CC=2CN(CCC2S1)C(=O)OC1=C(C=CC=C1)Cl)(F)F 2-chlorophenyl 2-(5-(trifluoromethyl)-1,2,4-oxadiazol-3-yl)-6,7-dihydrothieno[3,2-c]pyridine-5(4H)-carboxylate